ClC=1C=CC2=C([C@@H](C[C@@H](O2)C(=O)NC23CC(C2)(C3)N3N=CC(=C3)N(CCCOC(F)(F)F)C)O)C1 (2R,4R)-6-chloro-4-hydroxy-N-[3-(4-{methyl[3-(trifluoromethoxy)propyl]amino}-1H-pyrazol-1-yl)bicyclo[1.1.1]pentan-1-yl]-3,4-dihydro-2H-1-benzopyran-2-carboxamide